ClC1=C(C=2N=CN=C3C2C(=N1)OCCN3C(C)C=3C(=NC=CC3)N)F 3-(1-(5-Chloro-4-fluoro-8,9-dihydro-10H-7-oxa-1,3,6,10-tetraazacyclohepta[de]naphthalen-10-yl)ethyl)pyridin-2-amine